C(C)OC(CN1C(N(C2=C1C=CC=C2C)C=2C=NC(=C(C2)C)Br)=O)=O 2-[3-(6-bromo-5-methyl-3-pyridinyl)-4-methyl-2-oxo-benzimidazol-1-yl]acetic acid ethyl ester